C(C(C)C)OC(=O)NC(=N)C1=CC=C(CNC(OC(C)(C)C)=O)C=C1 tert-butyl (4-(N-(isobutoxycarbonyl)carbamimidoyl)benzyl)carbamate